N-cyclopentyl-4-[[(1S)-2-hydroxy-1-phenyl-ethyl]amino]-2-[(2-methyl-1-oxo-3,4-dihydroisoquinolin-6-yl)amino]pyrimidine C1(CCCC1)N1C(N=C(C=C1)N[C@H](CO)C1=CC=CC=C1)NC=1C=C2CCN(C(C2=CC1)=O)C